2'-chloro-N-(6-(3-(hydroxymethyl)cyclobutyl)thiazolo[4,5-b]pyrazin-2-yl)-5'-methoxy-6-methyl-[4,4'-bipyridine]-3-carboxamide ClC1=NC=C(C(=C1)C1=C(C=NC(=C1)C)C(=O)NC=1SC=2C(=NC=C(N2)C2CC(C2)CO)N1)OC